trans-4-dimethylaminocrotonic acid hydrochloride Cl.CN(C/C=C/C(=O)O)C